N=1NN=NC1CC=1C=CC(=C(CC=2C(=NC(=NC2C)N)NC(CCSC)CCCC)C1)OC 5-(5-((2H-tetrazol-5-yl)methyl)-2-methoxybenzyl)-6-methyl-N4-(1-(methylthio)heptan-3-yl)pyrimidine-2,4-diamine